(3S)-8a-methyl-5,7-dioxoindolizine-3-carboxylic acid ethyl ester C(C)OC(=O)C1=CCC2(CC(CC(N12)=O)=O)C